NC[C@@H](CC1=CC(=CC=C1)F)C1=C(C(=O)N)C=CC=C1C=1C2=C(N=CN1)NC(C2C)=O ((S)-1-amino-3-(3-fluorophenyl)propan-2-yl)-3-(5-methyl-6-oxo-6,7-dihydro-5H-pyrrolo[2,3-d]pyrimidin-4-yl)benzamide